C(C)(C)(C)NC1=NC(=NC(=N1)NC1CC1)SC 2-(t-butylamino)-4-(cyclopropylamino)-6-(methylthio)-1,3,5-triazine